CC=1C=C(C=CC1)CNCC[C@]1(CCOC2(CCCC2)C1)C1=CC(=CC=C1)OC(F)(F)F [(3-methylphenyl)methyl]({2-[(9R)-9-[3-(trifluoromethoxy)phenyl]-6-oxaspiro[4.5]decan-9-yl]ethyl})amine